(2-chloro-3-methoxy-phenyl)-[(3S,9aS)-3-[6-(trifluoromethyl)pyridazin-3-yl]-3,4,6,7,9,9a-hexahydro-1H-pyrazino[2,1-c][1,4]oxazin-8-yl]methanone ClC1=C(C=CC=C1OC)C(=O)N1C[C@H]2CO[C@@H](CN2CC1)C=1N=NC(=CC1)C(F)(F)F